Tert-butyl N-[2-[2-[2-[2-[2-[3-(dibenzylamino)-2-fluoro-1-methyl-propoxy]ethoxy]ethoxy] ethoxy]ethoxy]ethyl]carbamate C(C1=CC=CC=C1)N(CC(C(OCCOCCOCCOCCOCCNC(OC(C)(C)C)=O)C)F)CC1=CC=CC=C1